C1(CC1)COC1=NC=CC(=C1)CNC(=O)NC1CC2(C1)CCC2 1-[[2-(cyclopropylmethoxy)pyridin-4-yl]methyl]-3-spiro[3.3]heptane-2-yl-urea